1-(4-chloro-2-fluorophenyl)ethan-1-ol ClC1=CC(=C(C=C1)C(C)O)F